1-(3-cyanophenyl)-N-(5-((cyclopropylmethylamino)(4-methoxyphenyl)methyl)-2-fluorophenyl)-3-(trifluoromethyl)-1H-pyrazole-5-carboxamide C(#N)C=1C=C(C=CC1)N1N=C(C=C1C(=O)NC1=C(C=CC(=C1)C(C1=CC=C(C=C1)OC)NCC1CC1)F)C(F)(F)F